[(S)-5-tert-Butoxycarbonylamino-5-((S)-1-methyl-2-phenyl-ethylcarbamoyl)-pentyl]-carbamic acid tert-butyl ester C(C)(C)(C)OC(NCCCC[C@@H](C(N[C@H](CC1=CC=CC=C1)C)=O)NC(=O)OC(C)(C)C)=O